ClC1=NC=C(C(=N1)N1CCC(CC1)(C)NC(=O)[C@H]1C(C1)(F)F)Cl (S)-N-(1-(2,5-dichloropyrimidin-4-yl)-4-methylpiperidin-4-yl)-2,2-difluorocyclopropane-1-carboxamide